C(CC)NC1CN(CC1)C(=O)OC(C)(C)C tert-butyl 3-(propylamino)pyrrolidine-1-carboxylate